8-(1-ethoxyethenyl)-2-(oxetan-3-yloxy)-1,5-naphthyridine C(C)OC(=C)C=1C=CN=C2C=CC(=NC12)OC1COC1